(3R)-3-amino-7-[5-(3-fluoro-1-methyl-3-piperidinyl)-1,3,4-oxadiazol-2-yl]-1,1-dioxo-5-[[4-[5-(trifluoromethyl)-2-pyridinyl]phenyl]methyl]-2,3-dihydro-1λ6,5-benzothiazepine-4-One N[C@H]1CS(C2=C(N(C1=O)CC1=CC=C(C=C1)C1=NC=C(C=C1)C(F)(F)F)C=C(C=C2)C=2OC(=NN2)C2(CN(CCC2)C)F)(=O)=O